Hydroxyiminoacetyl chloride ON=CC(=O)Cl